O1COC2=C1C=CC(=C2)C2=CN(C=1N=CC=3CN(CCC3C12)C(C)=O)S(=O)(=O)C1=CC=C(C)C=C1 1-(1-(benzo[d][1,3]dioxol-5-yl)-3-tosyl-3,6,8,9-tetrahydro-7H-pyrrolo[2,3-c][2,7]naphthyridin-7-yl)ethan-1-one